3-(cyclohexylsulfamoyl)-4-fluoro-benzoic acid C1(CCCCC1)NS(=O)(=O)C=1C=C(C(=O)O)C=CC1F